(1R,5S)-3'-oxo-8-azaspiro[bicyclo[3.2.1]octane-3,1'-cyclobutane]-8-carboxylic acid tert-butyl ester C(C)(C)(C)OC(=O)N1[C@H]2CC3(CC(C3)=O)C[C@@H]1CC2